2-{1-[2-(2,6-Dioxopiperidin-3-yl)-1,3-dioxo-2,3-dihydro-1H-isoindol-5-yl]piperidin-4-yl}acetic acid O=C1NC(CCC1N1C(C2=CC=C(C=C2C1=O)N1CCC(CC1)CC(=O)O)=O)=O